5-(trifluoromethyl)-(5-(3,4,5-trifluorophenyl)-4,5-dihydroisoxazol-3-yl)benzoate FC(C1(CC(=NO1)OC(C1=CC=CC=C1)=O)C1=CC(=C(C(=C1)F)F)F)(F)F